C(#N)C1=CC(=C(OC=2N=NC(=C(C2C(=O)NC2=CC(=CC=C2)S(=O)(=N)C)C)C2=NC=CC=C2)C=C1)OC 3-(4-cyano-2-methoxyphenoxy)-5-methyl-N-(3-(S-methylsulfonimidoyl)phenyl)-6-(pyridin-2-yl)pyridazine-4-carboxamide